methyl-(R)-6-fluoro-5-(3-methylpiperazin-1-yl)pyridine hydrochloride Cl.CC1=NC(=C(C=C1)N1C[C@H](NCC1)C)F